NC=1N=C(N=NC1C(=O)NC)N[C@@H]1CCCC2=CC=CC=C12 5-amino-N-methyl-3-[(1R)-1,2,3,4-tetrahydronaphthalen-1-ylamino]-1,2,4-triazine-6-carboxamide